2-chloro-6-(cyanomethyl)pyridine-4-carboxylic acid ClC1=NC(=CC(=C1)C(=O)O)CC#N